ClC=1C=CC2=C(CCC=3C(=NC=CC3)C2=C2CCN(CC2)CC(=O)C2=C(N=C3SC=CN32)C)C1 2-(4-(8-chloro-5,6-dihydro-11H-benzo[5,6]cyclohepta[1,2-b]pyridin-11-ylidene)piperidin-1-yl)-1-(6-methylimidazo[2,1-b]thiazol-5-yl)ethan-1-one